O=C1N(C=2C(=NC=C(C2)C=2SC(=CC2)C(F)(F)F)N1C(C1=CC=CC=C1)(C1=CC=CC=C1)C1=CC=CC=C1)CC(=O)O 2-(2-oxo-6-(5-(trifluoromethyl)thiophen-2-yl)-3-trityl-2,3-dihydro-1H-imidazo[4,5-b]pyridin-1-yl)acetic acid